FC1(C2(CC(C2)C(=O)OCC2=CC=CC=C2)CC1)F benzyl 5,5-difluorospiro[3.3]heptane-2-carboxylate